N-(4,5-Dichloro-2-fluorophenyl)-2-[4-([1,2,4]triazolo[1,5-a]pyridin-7-yl)phenyl]acetamide ClC1=CC(=C(C=C1Cl)NC(CC1=CC=C(C=C1)C1=CC=2N(C=C1)N=CN2)=O)F